OC1=C(C(=NN1C)C(F)(F)F)CSC1=NOC(C1)(C)C 3-[[[5-(hydroxy)-1-methyl-3-(trifluoromethyl)-1H-pyrazol-4-yl]methyl]thio]-4,5-dihydro-5,5-dimethylisoxazole